N1=CC=C(C=C1)C1=NNC(=N1)CC(=O)N 2-(3-(pyridin-4-yl)-1H-1,2,4-triazol-5-yl)acetamide